FC=1C=C(C=C(C1)F)[C@@H]1CC=NN1C(=O)N1CC(C1)OC1=CC(=NC=C1F)C1=C(C=NN1C)NC(=O)NC (S)-1-(5-(4-((1-(5-(3,5-difluorophenyl)-4,5-dihydro-1H-pyrazole-1-carbonyl)azetidin-3-yl)oxy)-5-fluoropyridin-2-yl)-1-methyl-1H-pyrazol-4-yl)-3-methylurea